N-[3-fluoro-4-[(7-methoxy-1,5-naphthyridin-4-yl)oxy]phenyl]-5-(4-fluorophenyl)-4-hydroxy-2-methylpyridine-3-carboxamide FC=1C=C(C=CC1OC1=CC=NC2=CC(=CN=C12)OC)NC(=O)C=1C(=NC=C(C1O)C1=CC=C(C=C1)F)C